C(C)(C)(C)OC(=O)N1CC2(CC(C2)O)C1 2-hydroxy-6-azaspiro[3.3]Heptane-6-carboxylic acid tert-butyl ester